[Cl-].FC(C=1C(=C(C=CC1)[C@@H](C)[NH3+])F)F (R)-1-(3-(difluoromethyl)-2-fluorophenyl)ethan-1-aminium chloride